COC1=C(C=CC(=C1)C(=O)OC)B(O)O 2-METHOXY-4-(METHOXYCARBONYL)PHENYLBORONIC ACID